[C@H]12CN(C[C@H](CC1)N2)C2=NC(=NC1=C(C(=CC=C21)C2=CC(=CC1=CC=CC=C21)O)F)N2CC1(C2)CC(CC1)O 2-(4-((1R,5S)-3,8-diazabicyclo[3.2.1]octan-3-yl)-8-fluoro-7-(3-hydroxynaphthalen-1-yl)quinazolin-2-yl)-2-azaspiro[3.4]octan-6-ol